2-[N-[2-(acetyloxymethoxy)-2-oxoethyl]-2-[2-[2-[bis[2-(acetyloxymethoxy)-2-oxoethyl]amino]phenoxy]ethoxy]anilino]acetic acid acetyloxymethyl ester C(C)(=O)OCOC(CN(C1=C(C=CC=C1)OCCOC1=C(C=CC=C1)N(CC(OCOC(C)=O)=O)CC(=O)OCOC(C)=O)CC(=O)OCOC(C)=O)=O